Cl.ClC1=CC2=C(N(C(=N2)N2C[C@H]([C@@H](CC2)F)N)[C@@H](C)C2=NC=C(C=C2)Cl)C=C1 (3R,4R)-1-(5-Chloro-1-((S)-1-(5-chloropyridin-2-yl)ethyl)-1H-benzo[d]imidazol-2-yl)-4-fluoropiperidin-3-amin-hydrochlorid